1-[(2R,4S)-4-[4-amino-3-[2-(2-ethylindazol-5-yl)ethynyl]pyrazolo[3,4-d]pyrimidin-1-yl]-2-(methoxymethyl)pyrrolidin-1-yl]prop-2-en-1-one NC1=C2C(=NC=N1)N(N=C2C#CC2=CC1=CN(N=C1C=C2)CC)[C@H]2C[C@@H](N(C2)C(C=C)=O)COC